[Si](C)(C)(C(C)(C)C)OCCN1C=C(N=CC1=O)C(=O)OC methyl 4-(2-((tert-butyldimethylsilyl)oxy)ethyl)-5-oxo-4,5-dihydropyrazine-2-carboxylate